7,7'-Bi-1H-indole N1C=CC2=CC=CC(=C12)C=1C=CC=C2C=CNC12